C1(CC1)CN1N=CC=2C(NC=3C(=CC(=C(C3C21)C)C=2C=C(C=C1C(=CNC21)C)F)F)(C)C 1-(Cyclopropylmethyl)-6-fluoro-8-(5-fluoro-3-methyl-1H-indol-7-yl)-4,4,9-trimethyl-5H-pyrazolo[4,3-c]chinolin